methyl (2E)-2-[(3aR,5S,6aR)-2,2-dimethyl-5-(trityloxymethyl)-3a,6a-dihydrofuro[2,3-d][1,3]dioxol-6-ylidene]acetate CC1(O[C@H]\2[C@@H](O1)O[C@@H](/C2=C\C(=O)OC)COC(C2=CC=CC=C2)(C2=CC=CC=C2)C2=CC=CC=C2)C